C(C)OC(C)C1=C(C=C(C=C1)C)N1/C(/SCC1=O)=N/C(=O)NC1=C(C=C(C=C1)C1=NN(C=N1)C1=CC=C(C=C1)OC(F)(F)F)O (Z)-1-(3-(2-(1-ethoxyethyl)-5-methylphenyl)-4-oxothiazolidin-2-ylidene)-3-(2-hydroxy-4-(1-(4-(trifluoromethoxy)phenyl)-1H-1,2,4-triazol-3-yl)phenyl)urea